C(CCCCCCCC)O nonan-1-ol